ClC=1C=CC2=C([C@@H](C[C@@H](O2)C(=O)N[C@@H]2CC[C@H](CC2)C(=O)N2CC(C2)C2=CC=C(C=C2)C(F)(F)F)O)C1 (2R,4R)-6-chloro-4-hydroxy-N-[trans-4-{3-[4-(trifluoromethyl)phenyl]azetidine-1-carbonyl}cyclohexyl]-3,4-dihydro-2H-1-benzopyran-2-carboxamide